(R)-2-(((benzyloxy) carbonyl) amino)-3-(methoxyamino)-3-carbonylpropyl methanesulfonate CS(=O)(=O)OC[C@@H](C(=C=O)NOC)NC(=O)OCC1=CC=CC=C1